N-[(1S)-2-cyclobutyl-[[4-(3,5-dimethyl-1H-pyrazol-4-yl)phenyl]carbamoyl]propyl]-2-[(1R)-2-hydroxy-1-methyl-ethyl]pyrazole-3-carboxamide C1(CCC1)C(CNC(=O)C=1N(N=CC1)[C@@H](CO)C)CC(NC1=CC=C(C=C1)C=1C(=NNC1C)C)=O